3-(5-methoxy-1H-benzo[d][1,2,3]triazol-1-yl)aniline hydrochloride Cl.COC1=CC2=C(N(N=N2)C=2C=C(N)C=CC2)C=C1